O1C(=CC=C1)C(CC(=O)C=1OC=CC1)=O 1,3-bis(furan-2-yl)propane-1,3-dione